1-(3-methoxy-4-hydroxyphenyl)-9-(4-dimethylaminophenyl)non-1,6,8-triene COC=1C=C(C=CC1O)C=CCCCC=CC=CC1=CC=C(C=C1)N(C)C